Cl[Pd](P(C(C)(C)C)(C(C)(C)C)C1=CC=C(C=C1)N(C)C)(P(C1=CC=C(C=C1)N(C)C)(C(C)(C)C)C(C)(C)C)Cl dichlorobis[(di-t-butyl-(4-dimethylaminophenyl)phosphino)]palladium